tert-butyl 5-(1-(tert-butoxycarbonyl) piperidin-4-yl)-6-fluoro-3-isopropyl-1H-pyrrolo[3,2-b]pyridine-1-carboxylate C(C)(C)(C)OC(=O)N1CCC(CC1)C1=C(C=C2C(=N1)C(=CN2C(=O)OC(C)(C)C)C(C)C)F